FC1=CC=C(CN2C(N(C=C(C2=O)C(=O)N)C(C)C)=O)C=C1 3-(4-fluorobenzyl)-1-isopropyl-2,4-dioxo-1,2,3,4-tetrahydropyrimidine-5-carboxamide